tertiary butylcyclohexyl-caproic acid C(C)(C)(C)C(C(=O)O)(CCCC)C1CCCCC1